5-carbamoyl-4-methyl-2-[(1-phenyl-cyclopropanecarbonyl)-amino]-thiophene-3-carboxylic acid methyl ester COC(=O)C1=C(SC(=C1C)C(N)=O)NC(=O)C1(CC1)C1=CC=CC=C1